C(CC)NCC1=NC=C(C=C1)C(F)(F)F 2-[(propylamino)methyl]-5-(trifluoromethyl)pyridine